3-(6-((S)-3-(aminomethyl)piperidin-1-yl)-1-methyl-1H-indazol-3-yl)piperidine-2,6-dione Tetrahydrofuran-3,4-diyl-dibenzoate O1CC(C(C1)C1=C(C(=O)O)C=CC=C1)C1=C(C(=O)O)C=CC=C1.NC[C@H]1CN(CCC1)C1=CC=C2C(=NN(C2=C1)C)C1C(NC(CC1)=O)=O